6-((6-((R)-3-(4-amino-3-(4-phenoxyphenyl)-1H-pyrazolo[3,4-d]pyrimidin-1-yl)piperidine-1-yl)-6-oxohexyl)thio)-2-(2,6-dioxopiperidin-3-yl)-4-fluoroisoindoline-1,3-dione NC1=C2C(=NC=N1)N(N=C2C2=CC=C(C=C2)OC2=CC=CC=C2)[C@H]2CN(CCC2)C(CCCCCSC2=CC(=C1C(N(C(C1=C2)=O)C2C(NC(CC2)=O)=O)=O)F)=O